C(#N)N1[C@H]2[C@@H](C[C@@H]1CC2)NC(=O)[C@@H]2CC1=CN(N=C1CC2)C2=NC(=CC=C2)OC(F)F (5S)-N-((1R,2R,4S)-7-cyano-7-azabicyclo[2.2.1]heptan-2-yl)-2-(6-(difluoromethoxy)-2-pyridinyl)-4,5,6,7-tetrahydro-2H-indazole-5-carboxamide